N,N'-methylenebisstearamide ethyl-(4S)-2-chloro-4-(3-fluoro-2-methyl-phenyl)-6-methyl-1,4-dihydropyrimidine-5-carboxylate C(C)OC(=O)C=1[C@@H](N=C(NC1C)Cl)C1=C(C(=CC=C1)F)C.C(NC(CCCCCCCCCCCCCCCCC)=O)NC(CCCCCCCCCCCCCCCCC)=O